N[C@@H]1C2=CC=CC=C2CC12CCN(CC2)C=2NC(C1=C(N2)NN=C1C1(CC1)C1=C(C=CC=C1)N)=O (S)-6-(1-amino-1,3-dihydrospiro[indene-2,4'-piperidin]-1'-yl)-3-(1-(2-aminophenyl)cyclopropyl)-1,5-dihydro-4H-pyrazolo[3,4-d]pyrimidin-4-one